(E)-2-methyl-3-(5-(3-fluoro-4-cyanophenyl)thiophen-2-yl)acrylic acid C/C(/C(=O)O)=C\C=1SC(=CC1)C1=CC(=C(C=C1)C#N)F